Tert-butyl 3-(5-{[(2R,7aS)-2-fluorotetrahydro-1H-pyrrolizin-7a(5H)-yl]methoxy}[1,3]thiazolo[5,4-d]pyrimidin-7-yl)-3,8-diazabicyclo[3.2.1]octane-8-carboxylate F[C@@H]1C[C@@]2(CCCN2C1)COC=1N=C(C2=C(N1)SC=N2)N2CC1CCC(C2)N1C(=O)OC(C)(C)C